C(C)OC(CSCC(CCCC(N1N=C(C=C1)C1=C(C=CC(=C1)OC=1C(=C2C=CNC2=CC1F)C=C)F)C=1C=C(C=CC1)CCC(=O)OCC)(C)C)=O ethyl 3-(3-(6-((2-ethoxy-2-oxoethyl)thio)-1-(3-(2-fluoro-5-((6-fluoro-4-vinyl-1H-indol-5-yl)oxy)phenyl)-1H-pyrazol-1-yl)-5,5-dimethylhexyl)phenyl)propanoate